FC1=C(C(=CC=C1)OC)C1=C(C=NC(=C1)C)C(=O)NC1=NN=C(S1)C(=O)[O-].[Li+] lithium (1+) 5-[4-(2-fluoro-6-methoxyphenyl)-6-methylpyridine-3-amido]-1,3,4-thiadiazole-2-carboxylate